BrC1=CC=CC2=C1OC(CO2)(C)C2=C(C=C(C=C2)Cl)F 8-bromo-2-(4-chloro-2-fluorophenyl)-2-methyl-2,3-dihydrobenzo[b][1,4]dioxin